2,6-dichloro-9-cyclopropyl-9H-purine ClC1=NC(=C2N=CN(C2=N1)C1CC1)Cl